FC(C1=CC=C(C=N1)C1=CN=C(O1)NC=1C=CC(=NC1)C#N)(F)F 5-((5-(6-(trifluoromethyl)pyridin-3-yl)oxazol-2-yl)amino)picolinonitrile